CN1SC=CC1=O 2-methyl-3(2h)-isothiazolone